C(CC1=CC=CC=C1)C1=NC(=NO1)C1=CC2=C(N(C=N2)CCC(=O)N2CCCC2)C=C1 3-(5-(5-phenethyl-1,2,4-oxadiazol-3-yl)-1H-benzo[D]imidazol-1-yl)-1-(pyrrolidin-1-yl)propan-1-one